2-(difluoromethyl)-5-(3-fluoro-5-{1-[(1-methyl-1H-pyrazol-3-yl)methyl]-1H-imidazol-2-yl}phenyl)-1,3,4-oxadiazole FC(C=1OC(=NN1)C1=CC(=CC(=C1)C=1N(C=CN1)CC1=NN(C=C1)C)F)F